2-ethyl-cyclopentane C(C)C1CCCC1